C1(=CC=CC=C1)C#CCC=1C=NN2C1NCC(C2)CNC(C=C)=O N-((3-(3-phenylprop-2-yn-1-yl)-4,5,6,7-tetrahydropyrazolo[1,5-a]pyrimidin-6-yl)methyl)acrylamide